C1(CC1)C=1N=CC(=NC1)N[C@@H]1C[C@H](CC1)NC1=CC=C(C=N1)N1C(N(C=2C1=NC=CC2)C)=O 3-(6-(((1S,3S)-3-((5-Cyclopropylpyrazin-2-yl)amino)cyclopentyl)amino)pyridin-3-yl)-1-methyl-1,3-dihydro-2H-imidazo[4,5-b]pyridin-2-one